C1=C(C=CC2=CC(=CC=C12)S(=O)(=O)[O-])S(=O)(=O)[O-].[Na+].[Na+] disodium naphthalene-2,6-disulfonate